Ethylendisulfid C1CSS1